BrC=1C=CC2=C(C=3CN(C(C3C=C2)=O)CC(C(=O)OC)=C)C1 methyl 2-[(8-bromo-3-oxo-1H-benzo[e]isoindol-2-yl)methyl]prop-2-enoate